6-bromo-7-chlorobenzo[d]oxazol-2-amine BrC1=C(C2=C(N=C(O2)N)C=C1)Cl